N-[4-(1-naphthalenyl)phenyl]-9,9-diphenyl-9H-fluoren-2-amine C1(=CC=CC2=CC=CC=C12)C1=CC=C(C=C1)NC1=CC=2C(C3=CC=CC=C3C2C=C1)(C1=CC=CC=C1)C1=CC=CC=C1